C1(CC1)C=1C=CC2=C(O[C@@H](CN2C2=CC=C(C=C2)C(F)(F)F)CNC(C)=O)N1 (R)-N-((6-cyclopropyl-1-(4-(trifluoromethyl)phenyl)-2,3-dihydro-1H-pyrido[2,3-b][1,4]oxazin-3-yl)methyl)acetamide